3-methylindene-2-carboxylic acid CC1=C(CC2=CC=CC=C12)C(=O)O